C[Si](C(CCCCCCCN(C)C)[SiH2]CNCCC[Si](OC)(OC)OC)(OC)OC 1-methyldimethoxysilyl-8-(dimethylamino)(trimethoxysilylpropylamino)methylsilyloctane